z-tert-butylcyclohexyl acetate C(C)(=O)OC1(CCCCC1)C(C)(C)C